(S)-2-(4-(4-(tert-Butoxycarbonyl)-2-methylpiperazin-1-yl)-5-(2-fluorophenyl)-7H-pyrrolo[2,3-d]pyrimidin-7-yl)-4-methylthiazole-5-carboxylic acid C(C)(C)(C)OC(=O)N1C[C@@H](N(CC1)C=1C2=C(N=CN1)N(C=C2C2=C(C=CC=C2)F)C=2SC(=C(N2)C)C(=O)O)C